(6bR,10aS)-3-methyl-2,3,6b,9,10,10a-hexahydro-1H-pyrido-[3',4':4,5]-pyrrolo[1,2,3-de]quinoxaline-8-carboxylate CN1CCN2C=3C(=CC=CC13)[C@H]1[C@@H]2CCN(C1)C(=O)[O-]